BrC=1C=C(C=CC1)C1=C(C=NN1C)C 5-(3-bromophenyl)-1,4-dimethyl-1H-pyrazole